2-[1-[(4-methylphenyl)methyl]-5-oxopyrrolidin-2-yl]propionic acid CC1=CC=C(C=C1)CN1C(CCC1=O)C(C(=O)O)C